7-(6-tert-butylpyridin-3-yl)-5-oxa-2H,3H,5H-[1,3]thiazolo(3,2-a)pyrimidine-6-carbonitrile C(C)(C)(C)C1=CC=C(C=N1)C=1N=C2N(OC1C#N)CCS2